6-hydroxy-3'-methyl-4-pentyl-[1,1'-biphenyl]-2-yl propyl methylphosphonate CP(OC1=C(C(=CC(=C1)CCCCC)O)C1=CC(=CC=C1)C)(OCCC)=O